N1C[C@@H](CCC1)NC=1C=2N(C(=NN1)C1=CC=C(C=C1)C(F)(F)F)C=CN2 (R)-N-(piperidin-3-yl)-5-(4-(trifluoromethyl)phenyl)imidazo[1,2-d][1,2,4]triazin-8-amine